NCCN(N)CC amino-ethyl-amino-ethyl-amine